4-(3-Chloroanilino)-2'-[(2R)-2-methyl-3-{[(5R)-5-methyl-5,6,7,8-tetrahydroquinolin-4-yl]oxy}propyl]-6'-(2-methylpropyloxy)-2',3'-dihydrospiro[cyclohexane-1,1'-indene]-4-carboxylic acid ClC=1C=C(NC2(CCC3(C(CC4=CC=C(C=C34)OCC(C)C)C[C@H](COC3=CC=NC=4CCC[C@H](C34)C)C)CC2)C(=O)O)C=CC1